6-((1,2-dideuterio-2-hydroxycyclopentyl)amino)-2-(4-(6-fluoropyridin-2-yl)benzyl)-5-methyl-3-(phenylamino)-2H-pyrazolo[3,4-d]pyrimidin-4(5H)-one [2H]C1(C(CCC1)(O)[2H])NC=1N(C(C=2C(N1)=NN(C2NC2=CC=CC=C2)CC2=CC=C(C=C2)C2=NC(=CC=C2)F)=O)C